4-[cyclopropyl-[4-(5,6,7,8-tetrahydro-1,8-naphthyridin-2-yl)butyl]amino]-2-[(4,4-difluorocyclohexoxy)carbonylamino]butanoic acid C1(CC1)N(CCC(C(=O)O)NC(=O)OC1CCC(CC1)(F)F)CCCCC1=NC=2NCCCC2C=C1